C(C)(C)(C)[Si](OC(CC1=CC=CC2=CC=CC(=C12)B1OC(C(O1)(C)C)(C)C)C)(C)C tert-butyldimethyl((1-(8-(4,4,5,5-tetramethyl-1,3,2-dioxaborolan-2-yl)naphthalen-1-yl)propan-2-yl)oxy)silane